OC1=C(OC2=CC(=CC(=C2C1=O)O)O)C1=CC(=C(C=C1)O)O 3,5,7,3',4'-pentahydroxyflavone